COC(C1=C(N=C(C=C1)Br)N)=O 2-amino-6-bromonicotinic acid methyl ester